FC1=C(C(=CC=2CCC(CC12)NCCC(C)C)O)N1CC(NS1(=O)=O)=O 5-{1-fluoro-3-hydroxy-7-[(3-methylbutyl)amino]-5,6,7,8-tetrahydronaphthalen-2-yl}-1λ6,2,5-thiadiazolidine-1,1,3-trione